FC(CCC1=NN=C(S1)NC(C1=CN=CC=C1)=O)CN1N=NC(=C1)C(NCC1=C(C=CC(=C1)OC(F)(F)F)F)=O N-(5-(3-fluoro-4-(4-((2-fluoro-5-(trifluoromethoxy)benzyl)carbamoyl)-1H-1,2,3-triazol-1-yl)butyl)-1,3,4-thiadiazol-2-yl)nicotinamide